3-vinylbenzyltrimethylammonium bistrifluoromethanesulfonimide [N-](S(=O)(=O)C(F)(F)F)S(=O)(=O)C(F)(F)F.C(=C)C=1C=C(C[N+](C)(C)C)C=CC1